BrC1=CN=C2N1C=1N(C=3C=CC=CC23)CCCN1 3-bromo-7,8-dihydro-6H-imidazo[1,2-c]pyrimido[1,2-a]quinazoline